tris(2-ethylhexyl)benzene-1,2,4-tricarboxylate C(C)C(CC=1C(=C(C(=C(C1C(=O)[O-])C(=O)[O-])CC(CCCC)CC)C(=O)[O-])CC(CCCC)CC)CCCC